NC1=CC(=C(C(=C1)F)N1CCN(CC1)C1CN(C1)C(=O)OC(C)(C)C)F tert-butyl 3-(4-(4-amino-2,6-difluorophenyl)piperazin-1-yl)azetidine-1-carboxylate